N1(N=CN=C1)C1=C(C=CC=C1)C#N 2-(1H-1,2,4-triazole-1-yl)benzenenitrile